2-[4-(benzylsulfanyl)-2,6-difluorophenyl]-7-chloro-4-methyl-1,8-naphthyridine C(C1=CC=CC=C1)SC1=CC(=C(C(=C1)F)C1=NC2=NC(=CC=C2C(=C1)C)Cl)F